ClC=1C=C(C=CC1F)C1=CN(C=2N=CN(C(C21)=O)CC(=O)N2CC(C2)(C)F)C2CC2 5-(3-chloro-4-fluorophenyl)-7-cyclopropyl-3-(2-(3-fluoro-3-methylazetidin-1-yl)-2-oxoethyl)-3,7-dihydro-4H-pyrrolo[2,3-d]pyrimidin-4-one